(S)-2-(4-(2-acetyl-5-chlorophenyl)-3-methoxy-6-oxopyridazin-1(6H)-yl)-N-(2-oxoindolin-5-yl)-3-phenylpropionamide C(C)(=O)C1=C(C=C(C=C1)Cl)C=1C(=NN(C(C1)=O)[C@H](C(=O)NC=1C=C2CC(NC2=CC1)=O)CC1=CC=CC=C1)OC